[4-(3-cyanophenyl)-5-(7-methyl-3-trityl-benzotriazol-5-yl)thiazol-2-yl]-2-oxa-6-azaspiro[3.3]heptane-6-carboxamide C(#N)C=1C=C(C=CC1)C=1N=C(SC1C1=CC2=C(N=NN2C(C2=CC=CC=C2)(C2=CC=CC=C2)C2=CC=CC=C2)C(=C1)C)C1OCC12CN(C2)C(=O)N